C(CCC)N1C(C2=CC=CC=3C2=C(C1=O)C=CC3OC(C=C)=O)=O 2-butyl-1,3-dioxo-2,3-dihydro-1H-benzo[de]isoquinolin-6-ylacrylate